tert-butyl 5-acetamido-3-bromo-1H-pyrrolo[2,3-c]pyridine-1-carboxylate C(C)(=O)NC=1C=C2C(=CN1)N(C=C2Br)C(=O)OC(C)(C)C